4-((8-hydroxy-7-nitroquinolin-3-yl)methyl)piperazin-2-one OC=1C(=CC=C2C=C(C=NC12)CN1CC(NCC1)=O)[N+](=O)[O-]